S(C1=C(C=C(C(=C1)C(C)CCC)O)C(C)CCC)C1=C(C=C(C(=C1)C(C)CCC)O)C(C)CCC 4,4'-thiobis(3,6-di-sec-amylphenol)